FC1=CC=C(CC=2C=C3C(=NC2CO)C(CN3C(CN3[C@H](CN[C@@H](C3)C)CN3[C@@H](COCC3)C)=O)(C)C)C=C1 1-(6-(4-fluorobenzyl)-5-(hydroxymethyl)-3,3-dimethyl-2,3-dihydro-1H-pyrrolo[3,2-b]pyridin-1-yl)-2-((2R,5R)-5-methyl-2-(((R)-3-methylmorpholino)methyl)piperazin-1-yl)ethan-1-one